C1(CCCC1)[C@@H](C(=O)N[C@H](C(=O)N(C)OC)C[C@H]1C(NCC1)=O)NC(=O)C=1NC2=CC=CC(=C2C1)OC N-{(1S)-1-cyclopentyl-2-[((1S)-2-[methoxy(methyl)amino]-2-oxo-1-{[(3S)-2-oxopyrrolidin-3-yl]methyl}ethyl)amino]-2-oxoethyl}-4-methoxy-1H-indolecarboxamide